N-[3-(4-aminobutylsulfamoyl)-4-methyl-phenyl]-2-(4-chloro-6-oxo-pyridazin-1-yl)acetamide NCCCCNS(=O)(=O)C=1C=C(C=CC1C)NC(CN1N=CC(=CC1=O)Cl)=O